[Br-].C(CCCCCCCCCCCCCCC)[N+](C)(C)CCO hexadecylhydroxyethyl-dimethylammonium bromide